3-((2-Ethylhexyl)oxy)propan-1-amine C(C)C(COCCCN)CCCC